Propan-2-yl (3E)-2,2-dimethyl-3-[3-(4-methylpyrimidin-2-yl)prop-2-yn-1-ylidene]pyrrolidine-1-carboxylate CC/1(N(CC\C1=C/C#CC1=NC=CC(=N1)C)C(=O)OC(C)C)C